F[As-](F)(F)(F)(F)F.OC1=CC=C(C=C1)[S+](C)CC1=C(C=CC=C1)C 4-hydroxyphenyl(o-methylbenzyl)methylsulfonium hexafluoroarsenate